(1R,2S)-2-[3-{[4-(2-cyclopropylethoxy)-2,6-dimethylbenzoyl]amino}-4-(trifluoromethyl)phenyl]cyclopropanecarboxylic acid C1(CC1)CCOC1=CC(=C(C(=O)NC=2C=C(C=CC2C(F)(F)F)[C@@H]2[C@@H](C2)C(=O)O)C(=C1)C)C